C(C(C)(C)C)N1C=2C=CC=CC2N(C2=CC=CC=C12)CC(C)(C)C 5,10-bis(neopentyl)phenazine